(Z,Z)-7,10-Hexadecadien-1-ol C(CCCCC\C=C/C\C=C/CCCCC)O